6-[(5-chloro-3-fluoro-2-pyridyl)methyl]-2-azaspiro[3.3]heptane ClC=1C=C(C(=NC1)CC1CC2(CNC2)C1)F